(S)-2-(4-(7-(8-ethynyl-7-fluoronaphth-1-yl)-8-fluoro-2-((tetrahydro-1H-pyrrolizin-7a(5H)-yl)methoxy)quinazolin-4-yl)piperazin-2-yl)acetonitrile C(#C)C=1C(=CC=C2C=CC=C(C12)C1=CC=C2C(=NC(=NC2=C1F)OCC12CCCN2CCC1)N1C[C@@H](NCC1)CC#N)F